FC(F)(F)[Si](C)(C)C trifluoromethyl-trismethylsilane